ClC=1C=C(C=C(C1)Cl)C=1C=CC=C2C(=C(C=NC12)NC(=O)N1CCOC2=C1C=CC=C2)N(C)C N-[8-(3,5-dichlorophenyl)-4-(dimethylamino)-3-quinolyl]-2,3-dihydro-1,4-benzoxazine-4-carboxamide